ClCC[C@@H](C(=O)O)N (S)-4-chloro-2-aminobutyric acid